C(C=C)OC1=NC(=NC(=N1)OCC=C)OCC=C 2,4,6-tris(2-propenyl-oxy)-1,3,5-triazine